IMIDAZOTRIAZINE C1=C2C(=NN=N1)N=CN2